6-[2-fluoro-4-(trifluoromethyl)phenyl]-2-azaspiro[3.3]hept-5-ene FC1=C(C=CC(=C1)C(F)(F)F)C1=CC2(CNC2)C1